C(C)(=O)[O-].[Pd+2].C(CC)P(C12CC3CC(CC(C1)C3)C2)C23CC1CC(CC(C2)C1)C3.C(CC)P(C31CC2CC(CC(C3)C2)C1)C12CC3CC(CC(C1)C3)C2.C(C)(=O)[O-] Bis(n-propyldi-1-adamantylphosphine) palladium acetate